N-(1,1-dioxo-2,3-dihydro-1λ6-benzothiophen-7-yl)-N-[(4-ethenyl-3-fluoro-5-nitrophenyl)methyl]pyridine-3-carboxamide O=S1(CCC2=C1C(=CC=C2)N(C(=O)C=2C=NC=CC2)CC2=CC(=C(C(=C2)[N+](=O)[O-])C=C)F)=O